CC1=C(C=C)C=CC(=C1)C(C)C o-methyl-p-isopropylstyrene